ClC=1C=C(N)C=C(C1)C=1NCCN1 3-chloro-5-(4,5-dihydro-1H-imidazol-2-yl)aniline